3,5-dicarboxyphenol C(=O)(O)C=1C=C(C=C(C1)C(=O)O)O